N1(C=NC=C1)C(C)C1=CC=C(C=C1)C1=C(SC(=C1)CC(C)C)S(=O)(=O)N 3-(4-(1-(1H-imidazol-1-yl)ethyl)phenyl)-5-isobutylthiophene-2-sulfonamide